N-(6-(N-(tert-Butyl)sulfamoyl)pyridin-2-yl)-4-iodo-2-(6-azaspiro[2.5]octan-6-yl)benzamide C(C)(C)(C)NS(=O)(=O)C1=CC=CC(=N1)NC(C1=C(C=C(C=C1)I)N1CCC2(CC2)CC1)=O